N-[5-(2,6-difluoro-4-methoxyphenyl)-2-(6-{[(dimethylcarbamoyl)methyl]-amino}-3-(trifluoromethyl)pyridin-2-yl)-1-methyl-3-oxo-2,3-dihydro-1H-pyrazol-4-yl]-4-(difluoromethoxy)benzamide FC1=C(C(=CC(=C1)OC)F)C1=C(C(N(N1C)C1=NC(=CC=C1C(F)(F)F)NCC(N(C)C)=O)=O)NC(C1=CC=C(C=C1)OC(F)F)=O